2'-aminoethoxy-5-(3-aminoprop-1-ynyl)uridine NCCO[C@@]1([C@@H](O[C@@H]([C@H]1O)CO)N1C(=O)NC(=O)C(=C1)C#CCN)O